5-methyl-3-((1-(tetrahydro-2H-pyran-2-yl)-1H-pyrazol-3-yl)methyl)-7-((1-(tetrahydro-2H-pyran-2-yl)-1H-pyrazolo[4,3-c]pyridin-4-yl)oxy)-3,5-dihydro-4H-pyridazino[4,5-b]indol-4-one CN1C2=C(C=3C=CC(=CC13)OC1=NC=CC3=C1C=NN3C3OCCCC3)C=NN(C2=O)CC2=NN(C=C2)C2OCCCC2